(4-{6-amino-5-[1-(2,6-dichloro-3-fluoro-phenyl)-ethoxy]-pyridin-3-yl}-phenyl)-((2r,6s)-2,6-dimethyl-morpholin-4-yl)-methanone NC1=C(C=C(C=N1)C1=CC=C(C=C1)C(=O)N1C[C@H](O[C@H](C1)C)C)OC(C)C1=C(C(=CC=C1Cl)F)Cl